CC=1N=C(C2=C(N1)OC=C2C(=O)NC=2N=NC(=CC2)C)NC2(CC2)C methyl-4-[(1-methylcyclopropyl)amino]-N-(6-methylpyridazin-3-yl)furo[2,3-d]pyrimidine-5-carboxamide